4-(4-(methylsulfonyl)-7H-pyrrolo[2,3-d]pyrimidin-7-yl)-butyramide CS(=O)(=O)C=1C2=C(N=CN1)N(C=C2)CCCC(=O)N